ON1C(=C(C(C2=CC=CC=C12)=O)CC1=C(C=CC=C1)CC)C 1-hydroxy-2-methyl-3-(2-ethylbenzyl)-4(1H)-quinolinone